pyran-4-ol O1CC=C(C=C1)O